Cl.NCC1=CC(=C(C=C1)P(O)(O)=O)F (4-(aminomethyl)-2-fluorophenyl)phosphonic acid hydrochloride